COC1=C(C=C(C=C1)C1=NN=NN1)S(=O)(=O)NC1=C(C=CC(=C1)C(F)(F)F)N1CCCCC1 2-methoxy-N-(2-(piperidin-1-yl)-5-(trifluoromethyl)phenyl)-5-(tetrazol-5-yl)benzenesulfonamide